5-((2-((tert-butyldimethylsilyl)oxy)ethyl)thio)-1,3,4-thiadiazol-2-amine [Si](C)(C)(C(C)(C)C)OCCSC1=NN=C(S1)N